N-[2-(2-furanyl)-2-(4-morpholinyl)ethyl]-5-methyl[1,2,4]triazolo[1,5-a]pyrimidin-7-amine O1C(=CC=C1)C(CNC1=CC(=NC=2N1N=CN2)C)N2CCOCC2